C[C@@H]1N([C@H](CNC1)C)CC1CCN(CC1)C(=O)OCC1=CC=CC=C1 benzyl 4-(((2S,6S)-2,6-dimethylpiperazin-1-yl)methyl)piperidine-1-carboxylate